N-[(1R,3S)-3-{[6-chloro-2-(trifluoromethyl)quinolin-4-yl]amino}cyclohexyl]-1-(oxetan-3-yl)-1H-pyrazole-4-carboxamide ClC=1C=C2C(=CC(=NC2=CC1)C(F)(F)F)N[C@@H]1C[C@@H](CCC1)NC(=O)C=1C=NN(C1)C1COC1